1-chloro-2-methyl-5-nitro-3-vinylbenzene ClC1=C(C(=CC(=C1)[N+](=O)[O-])C=C)C